CN(C)CC1(CC[C@]12CN(CC2)C(=O)OC(C)(C)C)OC Tert-butyl (4S)-3-[(dimethylamino)methyl]-3-methoxy-6-azaspiro[3.4]octane-6-carboxylate